3-(4-{2,5-diazabicyclo[2.2.1]heptan-2-yl}phenyl)piperidine-2,6-dione hydrochloride Cl.C12N(CC(NC1)C2)C2=CC=C(C=C2)C2C(NC(CC2)=O)=O